ClC1CCCC=2C(=NN(C12)C1=CC(=NC=C1)O[C@@H](C)C1=CC2=C(OC(O2)(F)F)C=C1)C(F)(F)F 7-chloro-1-(2-((S)-1-(2,2-difluorobenzo[d][1,3]dioxol-5-yl)ethoxy)pyridin-4-yl)-3-(trifluoromethyl)-4,5,6,7-tetrahydro-1H-indazole